2,2',7,7'-tetrakis[N,N-bis(4-methoxyphenyl)amino]9,9'-spirobifluorene COC1=CC=C(C=C1)N(C1=CC=C(C=C1)OC)C1=CC=2C3(C4=CC(=CC=C4C2C=C1)N(C1=CC=C(C=C1)OC)C1=CC=C(C=C1)OC)C1=CC(=CC=C1C=1C=CC(=CC13)N(C1=CC=C(C=C1)OC)C1=CC=C(C=C1)OC)N(C1=CC=C(C=C1)OC)C1=CC=C(C=C1)OC